2-Chloro-N-(2-{4-[(2-cyanopyridin-4-yl)oxy]piperidin-1-yl}-2-[4-(difluoromethyl)-1,3-thiazol-5-yl]ethyl)-6-fluorobenzamid ClC1=C(C(=O)NCC(C2=C(N=CS2)C(F)F)N2CCC(CC2)OC2=CC(=NC=C2)C#N)C(=CC=C1)F